3-tert-butylamino-1-propanol C(C)(C)(C)NCCCO